3,3-difluoro-8-azaspiro[4.5]decane FC1(CCC2(C1)CCNCC2)F